BrC1=CN=C(N1C)C(=O)NC1=CC(=C(C(=O)OC(C)(C)C)C=C1)C tert-butyl 4-(5-bromo-1-methyl-1H-imidazole-2-carboxamido)-2-methylbenzoate